2,5-Dioxopyrrolidin-1-Yl ((1-Methylpiperidin-4-Yl)Methyl)Carbamate CN1CCC(CC1)CNC(ON1C(CCC1=O)=O)=O